[Si](C)(C)(C(C)(C)C)N=S(=O)(N)C1=C(N=C(S1)C(CO[Si](C)(C)C(C)(C)C)(C)O)CO[Si](C)(C)C(C)(C)C N'-(tert-butyldimethylsilyl)-2-(1-((tert-butyldimethylsilyl)oxy)-2-hydroxypropan-2-yl)-4-(((tert-butyldimethylsilyl)oxy)methyl)thiazole-5-sulfonimidamide